2-methyl-5-prop-2-ylcyclohexa-1,3-diene CC1=CCC(C=C1)C(C)C